[I-].NCCCCCCN 1,6-diaminohexane iodide